(S)-2-(3-(cyclopentyloxy)-4-methoxyphenyl)hex-5-en-1-ol tert-butyl-(1-(6-fluoro-3-(4-(5-(trifluoromethyl)pyrimidin-2-yl)piperazine-1-carbonyl)-1H-indol-1-yl)propan-2-yl)carbamate C(C)(C)(C)N(C(=O)OC[C@@H](CCC=C)C1=CC(=C(C=C1)OC)OC1CCCC1)C(CN1C=C(C2=CC=C(C=C12)F)C(=O)N1CCN(CC1)C1=NC=C(C=N1)C(F)(F)F)C